C(C)(C)C1=C(C=CC=C1)C1=NC=C2NC(N(C2=N1)CC1=CC=C(C=C1)B1OC(C(O1)(C)C)(C)C)=O 2-(2-isopropylphenyl)-9-(4-(4,4,5,5-tetramethyl-1,3,2-dioxaborolan-2-yl)benzyl)-7,9-dihydro-8H-purin-8-one